(4-(4-(6-fluorobenzo[d]isoxazol-3-yl)piperidin-1-yl)butoxy)-6-methyl-5,6-dihydro-1H-pyrrolo[3,2,1-ij]quinolin-4(2H)-one FC1=CC2=C(C(=NO2)C2CCN(CC2)CCCCOC2CN3C(CC(C4=CC=CC2=C34)C)=O)C=C1